(S)-N-(1-(3-chloro-5-(2,2,2-trifluoroethoxy)phenyl)cyclopropyl)-3-(3,4-difluorophenyl)-3-hydroxybutanamide ClC=1C=C(C=C(C1)OCC(F)(F)F)C1(CC1)NC(C[C@](C)(O)C1=CC(=C(C=C1)F)F)=O